methyl (R)-2-(3-(N-(4-chloro-3-fluorobenzyl) phenylsulphonamido) bicyclo[1.1.1]pent-1-yl)-4,4-dimethyl-4,5-dihydro-1H-imidazole-5-carboxylate ClC1=C(C=C(CN(S(=O)(=O)C2=CC=CC=C2)C23CC(C2)(C3)C=3N[C@H](C(N3)(C)C)C(=O)OC)C=C1)F